N1=CN=CC2=C1NC=C2C#CC=2C=C(C(=O)NC1=CC=C3C(=CN(C3=C1)C)C=1C=NC(=CC1)F)C=CC2C 3-((7H-Pyrrolo[2,3-d]pyrimidin-5-yl)ethynyl)-N-(3-(6-fluoropyridin-3-yl)-1-methyl-1H-indol-6-yl)-4-methylbenzamide